COC(C(C(C)=O)=CC1=CC(=CC=C1)[N+](=O)[O-])=O 2-[(3-nitrophenyl)methylene]-3-oxo-butyric acid methyl ester